C(C)OC1=CC=C(C=C1)C1=NC2=CC=CC=C2C(=N1)C(=O)O 2-(4-ethoxyphenyl)quinazoline-4-carboxylic acid